C[C@H]1N(CCNC1)C1=C(C=NC2=CC=CC=C12)C#N 4-((R)-2-methylpiperazin-1-yl)quinoline-3-carbonitrile